4-(1-piperidyl)-3-nitrophenylacetamide N1(CCCCC1)C1=C(C=C(C=C1)CC(=O)N)[N+](=O)[O-]